BrCC1=NC=2C3=C(OC4=C(C2O1)C=C(C=C4)Cl)C=CC=C3 2-bromomethyl-11-chloro-1,8-dioxa-3-aza-dibenzo[e,h]azulene